COC(=O)C1=CC(=C2C=NN(C2=C1)C1=CC=C(C=C1)F)SCC1=CC=CC=C1 methyl-4-(phenylmethylsulfanyl)-1-(4-fluorophenyl)-1H-indazole-6-carboxylate